CC1(CC2C3(CCCC(CCC12)(C3)C)OC(C(C)O)CC)C 3-((4,4,8-Trimethyltricyclo[6.3.1.02,5]dodecan-1-yl)oxy)pentan-2-ol